C1(CCCCC1)C(=O)O.[O].[O] dioxygen cyclohexanecarboxylic acid